ICC1C2CCC(CN1CC1=CC=C(C=C1)OC)N2C(=O)[O-] 2-(iodomethyl)-3-(4-methoxybenzyl)-3,8-diazabicyclo[3.2.1]octane-8-carboxylate